tert-butyl (R)-2-(3-((4-(4-hydroxybenzo[b]thiophen-5-yl)-5,7-dihydrofuro[3,4-d]pyridazin-1-yl)amino)piperidin-1-yl)acetate OC1=C(C=CC=2SC=CC21)C=2C1=C(C(=NN2)N[C@H]2CN(CCC2)CC(=O)OC(C)(C)C)COC1